FC1=C(C=C(C=C1)O)C(=O)N1CC2(C1)C=C(C2)C2=CC(=NN2C2=C(C=CC=C2)C)C (2-fluoro-5-hydroxyphenyl)(6-(3-methyl-1-(o-tolyl)-1H-pyrazol-5-yl)-2-azaspiro[3.3]hept-5-en-2-yl)methanone